C1(CC1)C=1N(C(=NN1)SCCNC(NC1C(CCCC1)C)=O)C1=CC=CC=C1 3-{2-[(5-cyclopropyl-4-phenyl-4H-1,2,4-triazol-3-yl)sulfanyl]ethyl}-1-(2-methylcyclohexyl)urea